C(CCCCCCCCCCC)(=O)OC([C@@H](N)CC(=O)OC(CCCCCCCCCCC)=O)=O.N[C@@H](CCCCN)C(=O)O lysine dilauroylaspartate salt